ClC1=CC=C2C(=CNC2=C1OC)S(=O)(=O)NC1=C(C=C(C(=C1)F)Cl)F 6-chloro-N-(4-chloro-2,5-difluorophenyl)-7-methoxy-1H-indole-3-sulfonamide